BrC=1C=C(C=C(C1C)Cl)S(=O)(=O)NC(C)(C)C 3-Bromo-N-tert-butyl-5-chloro-4-methyl-benzenesulfonamide